NC=1SC2=C(N=C(N=C2N[C@@H](CO)CC(C)C)S[C@@H](C)C2=CC=CC=C2)N1 (2R)-2-[(2-amino-5-{[(1S)-1-phenylethyl]thio}[1,3]thiazolo[4,5-d]pyrimidin-7-yl)amino]-4-methyl-pentan-1-ol